(4R,4'R)-2,2'-(propane-2,2-diyl)bis(4-benzyl-4,5-dihydro-oxazole) CC(C)(C=1OC[C@H](N1)CC1=CC=CC=C1)C=1OC[C@H](N1)CC1=CC=CC=C1